C(C1=CC=CC=C1)N(CC(COC1=C2C(N(C(C2=CC=C1)=O)C1C(NC(CC1)=O)=O)=O)F)CC1=CC=CC=C1 3-(Dibenzylamino)-2-fluoro-propoxyl-2-(2,6-dioxo-3-piperidyl)isoindoline-1,3-dione